ethyltrimethylamine acrylate C(C=C)(=O)O.C(C)CN(C)C